C(C)(C)(C)OC(=O)N1C(CCC1)C1=CC=C(C=C1)OC(F)(F)F (4-(trifluoromethoxy)phenyl)pyrrolidine-1-carboxylic acid tert-butyl ester